C(#N)NC1CC(C1)(C(=O)NC=1SC2=C(N1)C=CC=C2OC2CCC2)F (1r,3r)-3-(cyanoamino)-N-(7-cyclobutoxy-1,3-benzothiazol-2-yl)-1-fluorocyclobutane-1-carboxamide